NC=1SC2=C(N1)C=CC(=C2)C=2C=C(C(=NC2)C(F)(F)F)NC(OC2CCCCC2)=O cyclohexyl N-[5-(2-amino-1,3-benzothiazol-6-yl)-2-(trifluoromethyl)-3-pyridyl]carbamate